FC=1C=C2C(=NC=NC2=C(C1C1=C2C=NNC2=CC=C1C)F)N1CCN(CC1)C(C=C)=O 1-(4-(6,8-difluoro-7-(5-methyl-1H-indazol-4-yl)quinazolin-4-yl)piperazin-1-yl)prop-2-en-1-one